FC1=CC(=C(C=C1)NC1=C(C(=O)OCC)C=C(C=C1)C)C ethyl 2-((4-fluoro-2-methylphenyl)amino)-5-methylbenzoate